CS(=O)(=O)OCCCCOC1=CC=C(C=C1)C1C(NC(CC1)=O)=O 4-(4-(2,6-dioxopiperidin-3-yl)phenoxy)butyl methanesulfonate